(4-fluorophenyl)(4-(((1r,4r)-4-(hydroxymethyl)cyclohexyl)amino)-2-((4-morpholinophenyl)amino)-7H-pyrrolo[2,3-d]pyrimidin-5-yl)methanone FC1=CC=C(C=C1)C(=O)C1=CNC=2N=C(N=C(C21)NC2CCC(CC2)CO)NC2=CC=C(C=C2)N2CCOCC2